(E)-1-(3-(quinazolin-2-yl)acryloyl)-5,6-dihydropyridin-2(1H)-one N1=C(N=CC2=CC=CC=C12)/C=C/C(=O)N1C(C=CCC1)=O